pyrimido[4,5-b][1,4]oxazine-4,6-di-one N=1C=NC(C=2C1OCC(N2)=O)=O